C(C)(=O)N[C@@H](CSC1C(CCC(C1)=C(C)C)C)C(=O)OCC ethyl N-acetyl-S-(2-methyl-5-(propan-2-ylidene)cyclohexyl)cysteinate